OC[C@]1(N2CC([C@H](C1=O)CC2)(C)C)COC (1S,2S,4R)-2-(hydroxymethyl)-2-(methoxymethyl)-5,5-dimethylquinuclidin-3-one